[Mg].C1(CC1)C1=NN(C=C1)C1=NC(=CC(=N1)C(C)=O)NC1CCC(CC1)(F)F 1-(2-(3-cyclopropyl-1H-pyrazol-1-yl)-6-((4,4-difluorocyclohexyl)amino)pyrimidin-4-yl)ethan-1-one Magnesium